(5-Chloro-1-methyl-3-(5-methylisoxazol-3-yl)-1H-pyrazol-4-yl)(9-isobutyl-3,9-diazaspiro[5.5]undecan-3-yl)methanone ClC1=C(C(=NN1C)C1=NOC(=C1)C)C(=O)N1CCC2(CC1)CCN(CC2)CC(C)C